tert-butyl 7-(5-chloro-2-fluorophenyl)-5-cyano-1H,2H,3H-pyrido[3,4-b][1,4]oxazine-1-carboxylate ClC=1C=CC(=C(C1)C1=CC2=C(OCCN2C(=O)OC(C)(C)C)C(=N1)C#N)F